C(C)(=O)OC1CC(OC2=CC=CC=C12)C methylchroman-4-yl acetate